4-ethylenedioxytellurophene C1OC=2C=C[Te]C2OC1